2-(3-Aminoisoxazol-5-yl)phenol NC1=NOC(=C1)C1=C(C=CC=C1)O